FC(C(F)(F)F)(OC(C(S(=O)(=O)[O-])(F)F)(F)F)F 2-pentafluoroethoxy-1,1,2,2-tetrafluoroethansulfonat